(3aR,5R,7S,7aS)-7-(4-bromophenyl)-5-hydroxyhexahydroisobenzofuran BrC1=CC=C(C=C1)C=1C[C@@H](C[C@H]2COCC12)O